C(C)(C)(C)N1CCN(CC1)C=1C=C(C=NC1CC)B(O)O (5-(4-(tert-butyl)piperazin-1-yl)-6-ethylpyridin-3-yl)boronic acid